C(C)(C)OC(CNC(CCCCCCCCCCCCCCC)=O)=O N-palmitoylglycine isopropyl ester